2,3,6,7,10,11-hexabutoxytriphenylene C(CCC)OC1=CC=2C3=CC(=C(C=C3C3=CC(=C(C=C3C2C=C1OCCCC)OCCCC)OCCCC)OCCCC)OCCCC